O1C(CCC1)C1=NN=C(S1)N 5-(tetrahydrofuran-2-yl)-1,3,4-thiadiazol-2-amine